chloro-5-(2,4-difluorophenyl)-2,3-dimethyl-1,6-naphthyridine ClC1=C(C(=NC2=CC=NC(=C12)C1=C(C=C(C=C1)F)F)C)C